ClC1=C(CNC2=NC3=CC=CC=C3N=C2NC=2C=C3N=CC=NC3=CC2)C=CC=C1 N2-(2-chlorobenzyl)-N3-(quinoxalin-6-yl)quinoxaline-2,3-diamine